3-[5-[2-(dimethylamino)ethyl]-1,3,4-oxadiazol-2-yl]-2,6-dimethyl-4-(4,4,4-trifluoro-3-hydroxy-3-phenyl-but-1-ynyl)-1H-pyrrolo[2,3-c]pyridin-7-one CN(CCC1=NN=C(O1)C1=C(NC=2C(N(C=C(C21)C#CC(C(F)(F)F)(C2=CC=CC=C2)O)C)=O)C)C